CC1=CN=C(S1)C=1C=C(OC[C@@H]2CN(CCO2)C(=O)OC(C)(C)C)C=C(C1)C(N[C@@H](C)C=1C=NC(=NC1)C(F)(F)F)=O Tert-butyl (2S)-2-{[3-(5-methyl-1,3-thiazol-2-yl)-5-({(1S)-1-[2-(trifluoromethyl)pyrimidin-5-yl]ethyl}carbamoyl)phenoxy] methyl}morpholine-4-carboxylate